2-{1-[(5-methoxy-1,2,3,4-tetrahydronaphthalen-1-yl)methyl]-1H-imidazol-4-yl}-4-[5-(trifluoromethyl)-1H-1,2,3-triazol-4-yl]pyridine COC1=C2CCCC(C2=CC=C1)CN1C=NC(=C1)C1=NC=CC(=C1)C=1N=NNC1C(F)(F)F